4-(2-pyrazolo[1,5-a]pyridin-6-yloxyethyl)morpholine N1=CC=C2N1C=C(C=C2)OCCN2CCOCC2